C(C=C)(=O)N1C[C@@](CC1)(C1=C(C(=CC=C1F)Cl)Cl)NC=1C=C2C(N(C=NC2=C(C1)F)C(C)C)=O (R)-6-((1-acryloyl-3-(2,3-dichloro-6-fluorophenyl)pyrrolidin-3-yl)amino)-8-fluoro-3-isopropylquinazolin-4(3H)-one